(R)-5-Chloro-2-hydroxy-N-(2-hydroxy-3-(2-(methoxymethyl)pyrrolidine-1-carbonyl)-5-(trifluoromethoxy)phenyl)benzenesulfonamide ClC=1C=CC(=C(C1)S(=O)(=O)NC1=C(C(=CC(=C1)OC(F)(F)F)C(=O)N1[C@H](CCC1)COC)O)O